{2-[(phenylcarbamoyl)amino]phenyl}benzenesulfonamide C1(=CC=CC=C1)NC(=O)NC1=C(C=CC=C1)C1=C(C=CC=C1)S(=O)(=O)N